(S)-N-(3'-(1-(5-cyclopropylthiazol-2-yl)amino-1-oxopropan-2-yl)-3-fluoro-[1,1'-biphenyl]-4-yl)acrylamide C1(CC1)C1=CN=C(S1)NC([C@@H](C)C=1C=C(C=CC1)C1=CC(=C(C=C1)NC(C=C)=O)F)=O